ClC1=NC(=CC=C1)C 2-Chloro-6-methylpyridine